C(C)(C)(C)OC(N[C@H]1CSC2=C(NC1=O)C=C(C(=C2)F)C#N)=O N-[(3R)-7-cyano-8-fluoro-4-oxo-3,5-dihydro-2H-1,5-benzothiazepine-3-yl]Carbamic acid tert-butyl ester